[N+](=O)([O-])C1=C(C=CC=C1)C(C)O 2-nitrophenylethanol